N-(7-(4,4-difluoropiperidin-1-yl)furo[2,3-c]pyridin-5-yl)-4-(2-hydroxyethylsulfonamido)-2-(6-azaspiro[2.5]octan-6-yl)benzamide FC1(CCN(CC1)C=1N=C(C=C2C1OC=C2)NC(C2=C(C=C(C=C2)NS(=O)(=O)CCO)N2CCC1(CC1)CC2)=O)F